FC(C(=O)O)(F)F.BrC=1C=C(C=CC1F)C=1C(=NC(=NC1)NC=1C=NN(C1)C)NC=1C=C(C=CC1F)NC(C=C)=O N-(3-((5-(3-bromo-4-fluorophenyl)-2-((1-methyl-1H-pyrazol-4-yl)amino)pyrimidin-4-yl)amino)-4-fluorophenyl)acrylamide trifluoroacetate